COC1=C2CN(C(C2=C(C=C1)C)=O)C1C(NC(CC1)=O)=O 3-(4-methoxy-7-methyl-1-oxoisoindolin-2-yl)piperidine-2,6-dione